CS(=O)(=NC=1C=NC(=CC1)C1=NOC(=N1)C(F)(F)F)C1=CC=CC=C1 methyl(phenyl)((6-(5-(trifluoromethyl)-1,2,4-oxadiazol-3-yl)pyridin-3-yl)imino)-λ6-sulfanone